BrC1=C(C=CC=C1)SC 1-bromo-2-methylsulfanyl-benzene